ClC1=C2CCCC(C2=CC(=C1OCCCl)Cl)C1=C(C=C(C=C1)O)F 4-(5,7-dichloro-6-(2-chloroethoxy)-1,2,3,4-tetrahydronaphthalen-1-yl)-3-fluorophenol